CN(C(ON1C(NC(C(=C1)F)=O)=O)=O)CCCCCCCCCCCCCC (5-fluoro-2,4-dioxo-3,4-dihydropyrimidin-1(2H)-yl) methyl-n-tetradecylcarbamate